rel-(2S,3S)-2-(4-amino-2-(methylthio)pyrimidin-5-yl)-1-((tert-butyldimethylsilyl)oxy)-2,5-dimethylhex-5-en-3-ol NC1=NC(=NC=C1[C@@](CO[Si](C)(C)C(C)(C)C)([C@H](CC(=C)C)O)C)SC |o1:7,17|